BrC1=C(C(=NC=N1)C(=O)OCC)Cl ethyl 6-bromo-5-chloro-pyrimidine-4-carboxylate